N-(1-(2-chloro-6-(2-fluoroprop-2-yl)pyrimidin-4-yl)-3-cyclopropyl-1H-pyrazolo[4,3-c]pyridin-6-yl)acetamide ClC1=NC(=CC(=N1)N1N=C(C=2C=NC(=CC21)NC(C)=O)C2CC2)C(C)(C)F